[Al].[V].[Ti].[Ti] dititanium-vanadium-aluminum